N-((2S)-bicyclo[2.2.1]hept-5-ene-2-yl)-4-methylbenzamide C12[C@H](CC(C=C1)C2)NC(C2=CC=C(C=C2)C)=O